N-(5,5-difluoro-4,5,6,7-tetrahydro-1,2-benzoxazol-3-yl)-4-methyl-3-[2-(pyridin-3-yl)ethynyl]benzamide FC1(CCC2=C(C(=NO2)NC(C2=CC(=C(C=C2)C)C#CC=2C=NC=CC2)=O)C1)F